(1R,3R,5R)-2-(2-(tert-butyl)isonicotinyl)-2-azabicyclo[3.1.0]Hexane-3-carboxylic acid benzyl ester C(C1=CC=CC=C1)OC(=O)[C@@H]1N([C@@H]2C[C@@H]2C1)CC1=CC(=NC=C1)C(C)(C)C